CN(C1=CC=C(C=C1)C1(OC(=O)C2=CC(=CC=C12)Cl)C1=CC=C(C=C1)N(C)C)C 3,3-Bis(p-dimethylamino-phenyl)-6-chlorophthalid